CC1(N(CC1)CC1=C(C(=CC=C1)F)CN)C (2-((2,2-dimethyl-azetidin-1-yl)methyl)-6-fluorophenyl)methylamine